decanoyl ether C(CCCCCCCCC)(=O)OC(CCCCCCCCC)=O